4-(((5-chloropyridin-3-yl)methyl)amino)-6-(3,5-dimethylisoxazol-4-yl)-N-((1-methylazetidin-3-yl)methyl)quinazoline-2-carboxamide ClC=1C=C(C=NC1)CNC1=NC(=NC2=CC=C(C=C12)C=1C(=NOC1C)C)C(=O)NCC1CN(C1)C